The molecule is the S-oxide of methimazole. It is a sulfone and a member of 1,3-dihydroimidazole-2-thiones. It derives from a methimazole. CN1C=CNC1=S=O